CC1(C[C@@H]2CN(C[C@H]1N(C2)C2=CC=C(C=C2)SC#N)C(=O)OC(C)(C)C)C tert-butyl (1S,5S)-9,9-dimethyl-6-(4-thiocyanatophenyl)-3,6-diazabicyclo[3.2.2]nonane-3-carboxylate